(3a'S,6'R,6a'R)-6'-(4,6-dichloro-1H-pyrazolo[3,4-b]pyridin-1-yl)-4'-(hydroxymethyl)tetrahydrospiro[cyclopentane-1,2'-furo[3,4-d][1,3]dioxole]-4'-carbaldehyde ClC1=C2C(=NC(=C1)Cl)N(N=C2)[C@@H]2OC([C@@H]1[C@H]2OC2(O1)CCCC2)(C=O)CO